FC1(CN(CC2=CC=CC=C12)C1C(CN(CC1)C(=O)C=1C=NC(=CC1)OCC(F)(F)F)O)F (4-(4,4-difluoro-3,4-dihydroisoquinolin-2(1H)-yl)-3-hydroxypiperidin-1-yl)(6-(2,2,2-trifluoroethoxy)pyridin-3-yl)methanone